C(CCCCC)C1CC=2C(=CC(=NC2CC1)N(CC(=O)O)C)C1=CC=CC=C1 2-[(6-hexyl-4-phenyl-5,6,7,8-tetrahydroquinolin-2-yl)(methyl)amino]acetic acid